C1(CCCC1)OCC1=C(C=CC(=C1)N)C1=C(C(=CC=C1)OCC)F 2-((cyclopentyloxy)methyl)-3'-ethoxy-2'-fluoro-[1,1'-biphenyl]-4-amine